1-(4-(4-Amino-1-isopropyl-1H-pyrazolo[3,4-d]pyrimidin-3-yl)phenyl)-3-(4-(perfluorobutan-2-yl)phenyl)urea NC1=C2C(=NC=N1)N(N=C2C2=CC=C(C=C2)NC(=O)NC2=CC=C(C=C2)C(C(F)(F)F)(C(C(F)(F)F)(F)F)F)C(C)C